C[C@@]1(O[C@@H]1C1=CC=CC=C1)C(=O)O (2S,3R)-2-methyl-3-phenyloxirane-2-carboxylic acid